CO[C@H]1[C@H](N(CC1)C(CNC(=O)C=1C=CC=2SC3=CC=CC=C3OC2C1)=O)C(=O)NCC1=CC=2C=NC=CC2N1 (2S,3R)-3-methoxy-1-[2-(phenoxathiine-3-carbonylamino)acetyl]-N-(1H-pyrrolo[3,2-c]pyridin-2-ylmethyl)pyrrolidine-2-carboxamide